C(C)(C)(C)OC(=O)N1CCC(CC1)C1C=2N(NCC1)C(=C(N2)C2=CC=C(C=C2)OC2=CC=C(C=C2)F)C(=O)OC methyl 8-(1-(tert-butoxycarbonyl) piperidin-4-yl)-2-(4-(4-fluorophenoxy) phenyl)-5,6,7,8-tetrahydroimidazo[1,2-b]pyridazine-3-carboxylate